1-(2,4-difluorophenyl)-2-(1H-1,2,4-triazol-1-yl)-1-[1-(4-bromo-2,6-difluorophenyl)cyclopropyl]ethanol FC1=C(C=CC(=C1)F)C(CN1N=CN=C1)(O)C1(CC1)C1=C(C=C(C=C1F)Br)F